1-(2-cyclopropyl-4-(1-(2,6-dichlorophenyl)azetidin-3-yl)-6-methylbenzyl)piperidine-4-carboxylic acid C1(CC1)C1=C(CN2CCC(CC2)C(=O)O)C(=CC(=C1)C1CN(C1)C1=C(C=CC=C1Cl)Cl)C